FC1=C(C=C(C=C1)NC(=O)C1=C(N(C(=C1C)C(C(=O)N[C@H]1[C@H](C[C@H](CC1)O)F)=O)C)C)C N-(4-fluoro-3-methylphenyl)-5-(2-(((1R,2S,4S)-2-fluoro-4-hydroxycyclohexyl)amino)-2-oxoacetyl)-1,2,4-trimethyl-1H-pyrrole-3-carboxamide